N1=CN=C(C2=C1C=NC=C2)O pyrido[3,4-d]pyrimidine-4-ol